C(C(O)CC(=O)O)(=O)OCCOC(C=C)=O acryloyloxyethyl hydrogen malate